COC([C@H](CC#CC=1C(=NC=NC1)N)NC(=O)OC(C)(C)C)=O.C(#N)CCN1CCN(CC1)C=CC(=O)N 3-[4-(2-cyanoethyl)piperazin-1-yl]Acrylamide methyl-(2S)-5-(4-aminopyrimidin-5-yl)-2-{[(tert-butoxy)carbonyl]amino}pent-4-ynoate